Glyceryl Monooleate Citrate C(CC(O)(C(=O)O)CC(=O)O)(=O)O.C(CCCCCCC\C=C/CCCCCCCC)(=O)OCC(O)CO